1-(4-Aminopyridin-2-yl)tetrahydropyrimidin-2(1H)-one NC1=CC(=NC=C1)N1C(NCCC1)=O